2-(4-(methylsulfonyl)phenyl)-3,4-diphenyl-2,3-dihydro-oxazole CS(=O)(=O)C1=CC=C(C=C1)C1OC=C(N1C1=CC=CC=C1)C1=CC=CC=C1